C1(=CC=CC=C1)[C@@H]1[C@H](C1)NC(=O)[C@@H]1CN(C[C@H]1C(=O)N[C@@H]1[C@H](C1)C1=CC=CC=C1)C(C1=CC=C(C=C1)[C@H](C(F)(F)F)N1C[C@@H]([C@H](C1)NC(=O)NCCCCCCCCCCC)OC)=O |o1:36| (3S,4S)-N3,N4-bis((1S,2R)-2-phenylcyclopropyl)-1-(4-((R*)-2,2,2-trifluoro-1-((3S,4S)-3-methoxy-4-(3-undecylureido)pyrrolidin-1-yl)ethyl)benzoyl)pyrrolidine-3,4-dicarboxamide